(S)-2-(tert-butoxycarbonylamino)-4,4,4-trifluorobutanoic acid C(C)(C)(C)OC(=O)N[C@H](C(=O)O)CC(F)(F)F